OC(CCCCCCCCCCCCCCCC(=O)O)CCC(CCCCC)O 17,20-Dihydroxypentacosanoic acid